[Br-].C(C)O[Si](CCCCCCCCOC1=C(C=C(C=C1)O)[P+](C1=CC=CC=C1)(C1=CC=CC=C1)C1=CC=CC=C1)(OCC)OCC (2-[8-(triethoxysilyl)octoxy]-5-hydroxyphenyl)triphenylphosphonium bromide